C(CCCC=C)O[C@H]1CN(CC1)C(=O)OC(C)(C)C tert-butyl (R)-3-(hex-5-en-1-yloxy)pyrrolidine-1-carboxylate